CN(CCC(CCCCCCCCC)CCCCCCC[C@@H]1[C@@H](C1)CCCCCCCC)C N,N-dimethyl-3-(7-[(1S,2R)-2-octylcyclopropyl]heptyl)dodecan-1-amine